1-(3'-methoxy-4-methyl-[1,1'-biphenyl]-2-yl)-2,2-dimethylpropan-1-ol COC=1C=C(C=CC1)C1=C(C=C(C=C1)C)C(C(C)(C)C)O